2-propionyloxypropionic acid-3,7-dimethyl-6-octenyl ester CC(CCOC(C(C)OC(CC)=O)=O)CCC=C(C)C